NCCCC(=S)[O-] gamma-aminothiobutanoate